[Si](C)(C)(C(C)(C)C)OC1CN(CC=C(C1)B1OC(C(O1)(C)C)(C)C)C(=O)OC(C)(C)C tert-butyl 3-[tert-butyl (dimethyl) silyl]oxy-5-(4,4,5,5-tetramethyl-1,3,2-dioxaborolan-2-yl)-2,3,4,7-tetrahydroazepine-1-carboxylate